1-(3-(benzofuran-5-yl)-6-(5,5,5-Trifluoropentyl)Pyrazin-2-yl)Piperidine-4-carboxylic acid O1C=CC2=C1C=CC(=C2)C=2C(=NC(=CN2)CCCCC(F)(F)F)N2CCC(CC2)C(=O)O